cis-undec-1-ene C=CCCCCCCCCC